NC1=NC(=C(C=C1C=1C=C2CCNC(C2=CC1)=O)C1=CC=C(C=C1)OC1CCOCC1)F 6-(2-amino-6-fluoro-5-(4-((tetrahydro-2H-pyran-4-yl)oxy)phenyl)pyridin-3-yl)-3,4-dihydroisoquinolin-1(2H)-one